C1(=CC=CC=C1)C=1N=C(OC1C1=CC=CC=C1)CCC[2H] 4,5-Diphenyl-2-(propyl-3-d)oxazole